ClC1=CC(=CC2=C1N=C(S2)C2=C1N=CC(=NC1=CC(=C2)C)COC)OCCNS(=O)(=O)C2=C(C=CC=C2)F N-(2-(4-chloro-2-(2-(methoxymethyl)-7-methylquinoxalin-5-yl)benzo[d]thiazol-6-yloxy)ethyl)-2-fluorobenzenesulfonamide